(R)-N'-((1,2,3,6,7,8-hexahydro-as-indacen-4-yl)carbamoyl)-6-(2-hydroxypropan-2-yl)pyridine-3-sulfonimidamide C1CCC2=C(C=C3CCCC3=C12)NC(=O)N=[S@](=O)(N)C=1C=NC(=CC1)C(C)(C)O